The molecule is a tetracyclic diterpenoid consisting of sordaricin in which the primary hydroxy hydrogen has been replaced by a 6-deoxy-beta-D-altropyranosyl group. It has a role as a fungal metabolite. It is a tetracyclic diterpenoid, a monosaccharide derivative, a glycoside, an aldehyde, a bridged compound and a 3-oxo monocarboxylic acid. It is a conjugate acid of a 4'-O-demethylsordarin(1-). C[C@@H]1CC[C@@H]2[C@@H]1C[C@@]3([C@@H]4C[C@]2([C@]3(C(=C4)C(C)C)C(=O)O)C=O)CO[C@H]5[C@H]([C@@H]([C@@H]([C@H](O5)C)O)O)O